3-((12-phenyldodecyl)thio)propyl hydrogen ((((R)-1-(6-amino-9H-purin-9-yl)propan-2-yl)oxy)methyl)phosphonate NC1=C2N=CN(C2=NC=N1)C[C@@H](C)OCP(OCCCSCCCCCCCCCCCCC1=CC=CC=C1)(O)=O